2-(9H-fluoren-9-ylmethoxycarbonylamino)-2-methyl-propionic acid C1=CC=CC=2C3=CC=CC=C3C(C12)COC(=O)NC(C(=O)O)(C)C